5-(2-Methylpyridin-4-yl)-4-(1,2,3,4-tetrahydro-quinolin-7-yl)-1H-imidazol-2-amine CC1=NC=CC(=C1)C1=C(N=C(N1)N)C1=CC=C2CCCNC2=C1